CC1(C(C(CCC1)=C)C=C(C(C)=O)C)C 4-(2,2-dimethyl-6-methylenecyclohexyl)-3-methyl-3-buten-2-one